C1(CC(C(CC1)C(C)C)C(=O)N)C p-menthyl-carboxamide